[3-[(8R)-8-methyl-8-oxo-8λ6-thia-9-azatricyclo[8.4.0.02,7]tetradeca-1(10),2(7),3,5,8,11,13-heptaen-12-yl]azetidin-1-yl]-[(3S)-3-(1H-1,2,4-triazol-5-yl)pyrrolidin-1-yl]methanone C[S@]=1(C=2C=CC=CC2C=2C=CC(=CC2N1)C1CN(C1)C(=O)N1C[C@H](CC1)C1=NC=NN1)=O